C1(CC1)CN1C(=CC2=CC=CC=C12)C1=NC=2C(=CC=3CCNC(C3C2)=O)N1C (1-(cyclopropylmethyl)-1H-indol-2-yl)-1-methyl-1,6,7,8-tetrahydro-5H-imidazo[4,5-g]isoquinolin-5-one